1-amino-5-methyl-1,2,3-triazole NN1N=NC=C1C